(trifluoromethyl)-1H-pyrazolo[3,4-b]pyridine-3-carboxylic acid FC(F)(F)N1N=C(C=2C1=NC=CC2)C(=O)O